3-((7-((4-methoxyphenyl)sulfonyl)-5-methyl-4-oxo-4,5,6,7,8,9-hexahydro-3H-pyrido[4',3':4,5]pyrrolo[2,3-d]pyridazin-3-yl)methyl)thiophene-2-carboxylic acid COC1=CC=C(C=C1)S(=O)(=O)N1CC2=C(C3=C(C(N(N=C3)CC3=C(SC=C3)C(=O)O)=O)N2C)CC1